ClC1=C(C(=CC=C1Cl)F)[C@@H](NC(=O)C1CC2(C1)NC(NC2=O)=O)C2(CCCC2)C N-((S)-(2,3-dichloro-6-fluorophenyl)(1-methylcyclopentyl)methyl)-6,8-dioxo-5,7-diazaspiro[3.4]octane-2-carboxamide